tert-butyl {3-[({1-[8-chloro-5-(4-methoxypiperidin-1-yl)imidazo[1,5-a]pyridin-6-yl]ethyl}amino)carbonyl]pyrazolo[1,5-a]pyrimidin-2-yl}carbamate ClC=1C=2N(C(=C(C1)C(C)NC(=O)C=1C(=NN3C1N=CC=C3)NC(OC(C)(C)C)=O)N3CCC(CC3)OC)C=NC2